tert-butyl 6-[[4-(trifluoromethylsulfonyl)phenyl]methylene]-2-azaspiro[3.3]heptane-2-carboxylate FC(S(=O)(=O)C1=CC=C(C=C1)C=C1CC2(CN(C2)C(=O)OC(C)(C)C)C1)(F)F